4-[3-({5-[(1R,4R,7R)-7-amino-2-azabicyclo[2.2.1]heptane-2-carbonyl]-2-[1-(cyclopropylmethyl)-1H-indol-2-yl]-7-methoxy-1H-1,3-benzodiazol-1-yl}methyl)azetidine-1-carbonyl]phenol N[C@H]1[C@@H]2N(C[C@H]1CC2)C(=O)C2=CC1=C(N(C(=N1)C=1N(C3=CC=CC=C3C1)CC1CC1)CC1CN(C1)C(=O)C1=CC=C(C=C1)O)C(=C2)OC